4-((tert-butyldimethylsilyl)oxy)-2-(2-nitrophenyl)butanoic acid [Si](C)(C)(C(C)(C)C)OCCC(C(=O)O)C1=C(C=CC=C1)[N+](=O)[O-]